3-(5-(4-((3-(methoxymethyl)piperidin-1-yl)methyl)pyridin-2-yl)-1-oxoisoindolin-2-yl)piperidine-2,6-dione COCC1CN(CCC1)CC1=CC(=NC=C1)C=1C=C2CN(C(C2=CC1)=O)C1C(NC(CC1)=O)=O